O=C1NC(CCC1N1C(C2=CC=C(C=C2C1)NC(=O)C=1COC2=C(C=CC=C2C1)OC)=O)=O N-(2-(2,6-dioxopiperidin-3-yl)-1-oxoisoindolin-5-yl)-8-methoxy-2H-chromene-3-carboxamide